Methyl N2-(tert-butoxycarbonyl)-N5-(2-(ethylsulfonamido)ethyl)-N5-methyl-L-glutaminate C(C)(C)(C)OC(=O)N[C@@H](CCC(N(C)CCNS(=O)(=O)CC)=O)C(=O)OC